ClC1=NC(=CC(=C1)N)OC 2-chloro-6-methoxypyridin-4-amine